C(CCC)C1(CS(C2=C(N(C1)C1=CC=CC=C1)C=C(C(=C2)O)SC)(=O)=O)CC 3-Butyl-3-ethyl-8-hydroxy-7-(methylsulfanyl)-5-phenyl-2,3,4,5-tetrahydro-1,5-benzothiazepine 1,1-dioxide